COC1=NC=CC2=C1C1(C(O2)C(C(C1O)CNC)C1=CC=CC=C1)O methoxy-7-((methyl-amino)methyl)-6-phenyl-5a,6,7,8-tetrahydro-8aH-cyclopenta[4,5]furo[3,2-c]pyridine-8,8a-diol